N-[3-(8-oxa-3-azabicyclo[3.2.1]octane-3-carbonyl)-1,2-benzoxazol-6-yl]-N'-[(pyridin-4-yl)methyl]urea C12CN(CC(CC1)O2)C(=O)C2=NOC1=C2C=CC(=C1)NC(=O)NCC1=CC=NC=C1